C1OCC12CN(C2)CCOC2=CC(=C(C=C2)C=2C=CC=NC2)C 5-(4-(2-(2-oxa-6-azaspiro[3.3]heptane-6-yl)ethoxy)-2-methylphenyl)pyridine